4-((7-methoxy-4-(4-(2-(4-(trifluoromethyl)phenyl)acetamido)phenyl)quinazolin-6-yl)oxy)piperidine-1-carboxylic acid tert-butyl ester C(C)(C)(C)OC(=O)N1CCC(CC1)OC=1C=C2C(=NC=NC2=CC1OC)C1=CC=C(C=C1)NC(CC1=CC=C(C=C1)C(F)(F)F)=O